C(C)N1N=C(C=C1)C=1C(=CC(=NC1)NC(C)=O)NC1=CC(=CC(=C1)S(=O)(=O)C)OC N-(5-(1-ethyl-1H-pyrazol-3-yl)-4-((3-methoxy-5-(methylsulfonyl)phenyl)amino)pyridin-2-yl)acetamide